((2R,3S,4R,5R)-5-cyano-3,4-dihydroxy-5-(4-((((isobutyryloxy)methoxy)carbonyl)amino) pyrrolo[2,1-f][1,2,4]triazin-7-yl)tetrahydrofuran-2-yl)methyl (S)-2-amino-3,3-dimethylbutanoate N[C@H](C(=O)OC[C@H]1O[C@]([C@@H]([C@@H]1O)O)(C1=CC=C2C(=NC=NN21)NC(=O)OCOC(C(C)C)=O)C#N)C(C)(C)C